(R)-1-(1-propenylpiperidin-3-yl)-4-amino-N-(5-(2-methoxyethyl)benzo[d]oxazol-2-yl)-1H-pyrazolo[3,4-d]pyrimidine-3-carboxamide C(=CC)N1C[C@@H](CCC1)N1N=C(C=2C1=NC=NC2N)C(=O)NC=2OC1=C(N2)C=C(C=C1)CCOC